BrC=1C=C2C=CN(C2=C(C1)C(C(=O)N)CC)S(=O)(=O)C1=CC=C(C)C=C1 (5-bromo-1-tosyl-1H-indol-7-yl)butanamide